O=CCCCCOCC(=O)OC(CCCCCCCC)CCCCCCCC Heptadecan-9-yl 2-((5-oxopentyl)oxy)acetate